C(C)(C)(C)OC(=O)N1[C@@H](COCC1)C=1C=C(C=C2CCN(CC12)C(=O)N1CC(OCC1)(C)C)C=1C=C2C(=NC1)NC=C2C (R)-3-(2-(2,2-dimethylmorpholine-4-carbonyl)-6-(3-methyl-1H-pyrrolo[2,3-b]pyridin-5-yl)-1,2,3,4-Tetrahydroisoquinolin-8-yl)morpholine-4-carboxylic acid tert-butyl ester